C(C)(C)(C)OC(NCC1CC(CCC1)=O)=O ((3-oxocyclohexyl)methyl)carbamic acid tert-butyl ester